BrC=1C(=C(C=CC1)NC(CC(OC)OC)=O)Cl N-(3-Bromo-2-chlorophenyl)-3,3-dimethoxypropanamide